(5S)-5-phenyl-N-[(3S)-7,9-difluoro-2-oxo-1,3,4,5-tetrahydro-1-benzazepin-3-yl]-6,7-dihydro-5H-pyrrolo[1,2-b][1,2,4]triazole-2-carboxamide C1(=CC=CC=C1)[C@@H]1CCC=2N1N=C(N2)C(=O)N[C@@H]2C(NC1=C(CC2)C=C(C=C1F)F)=O